6-Chloro-2-methyl-5-nitro-2,3-dihydrobenzofuran-2-carboxylic acid ClC1=CC2=C(CC(O2)(C(=O)O)C)C=C1[N+](=O)[O-]